CC1=C(C=C(N=N1)C=1C(NC(NC1)=O)=O)[C@@H]1[C@H](C1)C(F)(F)F 5-(6-Methyl-5-((1S,2S)-2-(trifluoromethyl)cyclopropyl)pyridazin-3-yl)pyrimidine-2,4(1H,3H)-dione